C(C)(C)(C)OC([C@H]([C@@H](C)[C@H]1OC2(C3(CCCCO3)OC1)OCCCC2)NC(=O)OCC2=CC=CC=1C3=CC=CC=C3CC21)=O (2S,3R)-2-(fluorenylmethoxycarbonylamino)-3-[(14R)-1,8,13,16-tetraoxadispiro[5.0.5.4]hexadecan-14-yl]butanoic acid tert-butyl ester